C(C)(=O)C1C(O1)C(=O)N1CCN(CC1)C1=NC=NC2=CC=C(C=C12)C=1C=C(C(=NC1)OC)NS(=O)(=O)C1=C(C=C(C=C1)F)F N-(5-(4-(4-(3-acetyloxirane-2-carbonyl)piperazin-1-yl)quinazolin-6-yl)-2-methoxypyridin-3-yl)-2,4-difluorobenzenesulfonamide